N-({4-[5-(trifluoromethyl)-1,2,4-oxadiazol-3-yl]phenyl}methyl)acetamide FC(C1=NC(=NO1)C1=CC=C(C=C1)CNC(C)=O)(F)F